2,5-dihydro-1,4-oxaazepine O1CC=NCC=C1